1,15-ethenopyrazolo[4,3-f][1,4,8,10]benzoxatriazacyclotridecin-4(5H)-one N12N=CC=3C(NC=COC4=C(C=NC(=NC31)C=C2)C=CC=C4)=O